C(N)(OC(C[C@@H]1CN(CCC1)S(=O)(=O)N1CCC(CC1)CN1CCC2(CN(C2)C2=NC=NC=C2OC2=C(C=C(C=C2)F)C(N(C(C)C)C(C)C)=O)CC1)(C)C)=O (R)-(1-((4-((2-(5-(2-(diisopropylcarbamoyl)-4-fluorophenoxy)pyrimidin-4-yl)-2,7-diazaspiro[3.5]nonan-7-yl)methyl)piperidin-1-yl)sulfonyl)piperidin-3-yl)tert-butyl carbamate